NC=1SC2=C(N1)C=CC(=C2)OC(C2=CC=C(C=C2)S(NCCC#N)(=O)=O)=O 2-aminobenzothiazol-6-yl-4-[N-(2-cyanoethyl) sulfamoyl]Benzoate